ClC=1C=NN(C(C1Cl)=O)CC(=O)NCCC1=CC=C(C=C1)C(C)C 2-(4,5-dichloro-6-oxopyridazin-1(6H)-yl)-N-(4-isopropylphenethyl)acetamide